CCCCCNCCCN DEAZA-SPERMIDINE